CN1C(=C(C=C1C)C1=CC=CC=C1)C(C(=O)NC1=CC=C(C=C1)N1CCN(CC1)C1=NC=C(C=N1)F)=NOC 2-(1,5-dimethyl-3-phenyl-1H-pyrrol-2-yl)-N-(4-(4-(5-fluoropyrimidin-2-yl)piperazin-1-yl)phenyl)-2-(methoxyimino)acetamide